N1(C=NC=C1)C=1C=C(CN(C=2OC=C(N2)CN(C)C)CC2=CC(=CC=C2)OC)C=CC1 N-(3-(1H-imidazol-1-yl)benzyl)-4-((dimethylamino)methyl)-N-(3-methoxybenzyl)oxazol-2-amine